(Z)-3-undecenal C(C\C=C/CCCCCCC)=O